ClC1=CC=2N(C(C=C(N2)C(=O)O)=O)C=C1 8-chloro-4-oxo-4H-pyrido[1,2-a]pyrimidine-2-carboxylic acid